3-(4-bromophenyl)-1,4,4-trimethyltetrahydropyrimidin-2(1H)-one BrC1=CC=C(C=C1)N1C(N(CCC1(C)C)C)=O